(2-((2-((6-(4-(dimethylamino)piperidin-1-yl)-2-methoxypyridin-3-yl)amino)-7H-pyrrolo[2,3-d]pyrimidin-4-yl)amino)phenyl)dimethylphosphine oxide CN(C1CCN(CC1)C1=CC=C(C(=N1)OC)NC=1N=C(C2=C(N1)NC=C2)NC2=C(C=CC=C2)P(C)(C)=O)C